C(CC[C@@H](C(=O)O)NC(=O)C1=CC=C(NCC2=CN=C3N=C(N)NC(=O)C3=N2)C=C1)(=O)O anti-folyl alcohol